(2,4-dimethyl-phenyl)-2-pyridin-2-yl-5,6,7,8-tetrahydro-2H-phthalazin-1-one CC1=C(C=CC(=C1)C)C1=NN(C(C=2CCCCC12)=O)C1=NC=CC=C1